3-[[4-(4-fluoro-3-methyl-phenyl)-7-hydroxy-3-isopropyl-2-quinolinyl]amino]propionic acid FC1=C(C=C(C=C1)C1=C(C(=NC2=CC(=CC=C12)O)NCCC(=O)O)C(C)C)C